FC1=CC=C(C=C1)[C@@H](C(=O)NC1=NC=CC(=C1)C1=C(C=2C(N(C=CC2N1)C)=O)C1=CC=CC=C1)C (2S)-2-(4-Fluorophenyl)-N-[4-(5-methyl-4-oxo-3-phenyl-4,5-dihydro-1H-pyrrolo[3,2-c]pyridin-2-yl)pyridin-2-yl]propanamid